N1(CCCCC1)CCCN1CCN(CC1)C=O [4-(3-piperidin-1-yl-propyl)-piperazin-1-yl]-methanone